2-(2-(cyclopropanesulfonamido)pyrimidin-4-yl)-N-(4-(6-ethoxypyrazin-2-yl)-2,6-difluorophenyl)-2-methylpropanamide C1(CC1)S(=O)(=O)NC1=NC=CC(=N1)C(C(=O)NC1=C(C=C(C=C1F)C1=NC(=CN=C1)OCC)F)(C)C